C[C@@H]1CC(C[C@@H](O1)C(=O)OCC)=O |r| ethyl rac-(2R,6R)-6-methyl-4-oxotetrahydro-2H-pyran-2-carboxylate